C(CCC)C=1NC(=C(N1)Cl)CN1CCC(CC1)C=1C=C2C(=C(NC2=CC1)C1=C2C(=NC=C1)NN=C2)C(C)C 4-(5-(1-((2-butyl-4-chloro-1H-imidazol-5-yl)methyl)piperidin-4-yl)-3-isopropyl-1H-indol-2-yl)-1H-pyrazolo[3,4-b]pyridine